trans-4-(((tert-Butyldimethylsilyl)oxy)methyl)cyclohexane-carbonyl chloride [Si](C)(C)(C(C)(C)C)OC[C@@H]1CC[C@H](CC1)C(=O)Cl